C(CCCCCCCCCCCCCCCCCCCCCCCCCCCCCCCCCCC)(=O)OCCCCCCCCCCCCCCCCCCCCCCCC lignoceryl hexatriacontanoate